B(C1=CC=C(C=C1)CCCCCC)(O)O 4-N-HEXYLPHENYLBORONIC ACID